C(C)(C)(C)OC(=O)O[C@@H]1[C@H]([C@H](N(C1)C(=O)OC(C)(C)C)CC1=CC=C(C=C1)C=1N=NNC1Cl)OC(NCCC1=CC=NC=C1)=O tert-butyl (2R,3S,4S)-4-[(tert-butoxycarbonyl)oxy]-2-{[4-(5-chloro-1H-1,2,3-triazol-4-yl)phenyl]methyl}-3-({[2-(pyridin-4-yl)ethyl]carbamoyl}oxy)pyrrolidine-1-carboxylate